tert-butyl (4-amino-3-((2-ethylhexyl)oxy)benzyl)carbamate NC1=C(C=C(CNC(OC(C)(C)C)=O)C=C1)OCC(CCCC)CC